C(=O)OC(C(=O)OCC(CCC)C)(C)C 2-methylpentyl α-formyloxyisobutyrate